The molecule is a zwitterion obtained by transfer of a proton from the 2-hydroxy group to the 1-amino group of 11a-hydroxychlortetracycline; major species at pH 7.3. It is a zwitterion, a member of tetracyclines and an an 11a-hydroxytetracyline zwitterion. C[C@@]1([C@H]2C[C@H]3[C@@H](C(=O)C(=C([C@]3(C(=O)C2(C(=O)C4=C(C=CC(=C41)Cl)O)O)O)[O-])C(=O)N)[NH+](C)C)O